1-(3-(3-chloro-5-isopropylisoquinolin-8-yl)azetidin-1-yl)ethan-1-one ClC=1N=CC2=C(C=CC(=C2C1)C(C)C)C1CN(C1)C(C)=O